C(C=C)(=O)N1[C@H](CN(CC1)C1=NC(=NC=2CC(CCC12)N1CCCC2=CC=C(C=C12)OC)OC[C@H]1N(CCC1)C)CC#N 2-((2S)-1-Acryloyl-4-(7-(7-methoxy-3,4-dihydroquinolin-1(2H)-yl)-2-(((S)-1-methylpyrrolidin-2-yl)methoxy)-5,6,7,8-tetrahydroquinazolin-4-yl)piperazin-2-yl)acetonitrile